CC(CC1CCC(CC1)NS(=O)(=O)C)(C)NC[C@H](O)C=1C=NC=C(C1)F (R)-2-{1,1-dimethyl-2-[(1r,4R)-4-(mesylamino)cyclohexyl]ethylamino}-1-(5-fluoro-3-pyridyl)-1-ethanol